COC(=O)[C@H]1[C@H]2CC[C@@H]([C@H]1N)C2 (1S,2S,3R,4R)-3-aminobicyclo[2.2.1]heptane-2-carboxylic acid methyl ester